1-benzyl-4-(3-chlorophenyl)imidazole ethyl-(E)-2-(2-(3-hydroxypropyl)hydrazono)acetate C(C)OC(/C=N/NCCCO)=O.C(C1=CC=CC=C1)N1C=NC(=C1)C1=CC(=CC=C1)Cl